methyl 8-((4-((4-((1-(3,3-difluoro-4-hydroxy-5-(hydroxymethyl)tetra-hydrofuran-2-yl)-2-oxo-1,2-dihydropyrimidin-4-yl)amino)-4-oxobutanamido)methyl)-phenyl)amino)-8-oxooctanoate FC1(C(OC(C1O)CO)N1C(N=C(C=C1)NC(CCC(=O)NCC1=CC=C(C=C1)NC(CCCCCCC(=O)OC)=O)=O)=O)F